S(=O)(=O)(O)O.OC=1C=CC=C2C=CC=NC12 L-8-hydroxyquinoline sulfate